CC=1C=C2C(C(=C(OC2=C(C1)[C@@H](C)NC1=C(C(=O)O)C=CC=C1)C1=CC=CC=C1)C=1C=NC=CC1)=O 2-[[(1R)-1-[6-Methyl-4-oxo-2-phenyl-3-(3-pyridyl)chromen-8-yl]ethyl]amino]benzoic acid